NC1=CC=C(C=N1)CCN(CCCCCC(=O)OCC(CCCCCCCC)CCCCCC)CCCCCC(=O)OCC(CCCCCCCC)CCCCCC bis(2-hexyldecyl) 6,6'-((2-(6-aminopyridin-3-yl)ethyl)azanediyl)dihexanoate